N,N'-(2-chloro-2'-cyanobiphenyl-3,3'-diyl)bis(1,5-dimethyl-4,5,6,7-tetrahydro-1H-imidazo[4,5-c]pyridine-2-carboxamide) ClC1=C(C=CC=C1NC(=O)C=1N(C2=C(CN(CC2)C)N1)C)C1=C(C(=CC=C1)NC(=O)C=1N(C2=C(CN(CC2)C)N1)C)C#N